FC(C(O)N1C(NC(C=C1C)=O)=O)F (2,2-difluoro-1-hydroxyethyl)-6-methylpyrimidine-2,4(1h,3h)-dione